2-(propane-2-ylidene)propane-1,3-diol CC(C)=C(CO)CO